4-bromocarbazole BrC1=CC=CC=2NC3=CC=CC=C3C12